C(C)SC1=NN(C(=N1)C(C)C)CCC[Si](OCC)(OCC)OCC 3-ethylsulfanyl-5-isopropyl-1-[3-(triethoxysilyl)propyl]-1,2,4-triazole